1-(7-(4-((3-chloro-4-(difluoromethoxy)phenyl)amino)pyrido[3,2-d]pyrimidin-6-yl)-4,7-diazaspiro[2.5]octan-4-yl)prop-2-en-1-one ClC=1C=C(C=CC1OC(F)F)NC=1C2=C(N=CN1)C=CC(=N2)N2CCN(C1(CC1)C2)C(C=C)=O